NC1=C(C(=NC(=N1)N1C[C@H](O[C@H](C1)C1=CN(C(C=C1)=O)C)C)C12CC(C1)(C2)C(=O)N)[N+](=O)[O-] 3-[6-amino-2-[(2R,6S)-2-methyl-6-(1-methyl-6-oxo-3-pyridyl)morpholin-4-yl]-5-nitro-pyrimidin-4-yl]bicyclo[1.1.1]pentane-1-carboxamide